ClC1=C(C=CC=C1)C(C(=O)NC1=CC(=C(C=C1)C=1C=NN(C1)C1CC1)S(N)(=O)=O)O 2-(2-chlorophenyl)-N-[4-(1-cyclopropyl-1H-pyrazol-4-yl)-3-sulfamoylphenyl]-2-hydroxyacetamide